Cl.CC=1C2C3=CC=CC=C3C(C1)N2 9-Methyl-11-azatricyclo[6.2.1.02,7]undeca-2,4,6,9-tetraene hydrochloride